(2R,5S)-1-([1,1'-biphenyl]-4-carbonyl)-5-phenylpyrrolidine-2-carboxylic acid C1(=CC=C(C=C1)C(=O)N1[C@H](CC[C@H]1C1=CC=CC=C1)C(=O)O)C1=CC=CC=C1